[Si](C)(C)(C(C)(C)C)O[C@H](CN1N=C(C(=C1)N)C)COC (R)-1-(2-((tert-butyldimethylsilyl)oxy)-3-methoxypropyl)-3-methyl-1H-pyrazol-4-amine